FC1=C(C=CC(=C1)F)C1=NN=CS1 5-(2,4-difluorophenyl)-1,3,4-thiadiazol